N-(4-cyclopropylbenzoyl)-O-(3-(2-(5,6,7,8-tetrahydro-1,8-naphthyridin-2-yl)ethyl)cyclobutyl)homoserine C1(CC1)C1=CC=C(C(=O)N[C@@H](CCOC2CC(C2)CCC2=NC=3NCCCC3C=C2)C(=O)O)C=C1